CN(CCC=C)C N-methyl-N-methylbut-3-en-1-amine